ClC1=NC=NC(=C1C#N)Cl 4,6-dichloropyrimidine-5-carbonitrile